Cl.CNCCC1=CC=C(C=C1)[N+](=O)[O-] N-methyl-2-(4-nitrophenyl)ethylamine hydrochloride